2-chloro-4-(8-(3-(4-((1-(2-(2,6-dioxopiperidin-3-yl)-1,3-dioxoisoindolin-5-yl)piperidin-4-yl)methyl)piperazine-1-carbonyl)benzoyl)-2,8-diazaspiro[4.5]decan-2-yl)benzonitrile ClC1=C(C#N)C=CC(=C1)N1CC2(CC1)CCN(CC2)C(C2=CC(=CC=C2)C(=O)N2CCN(CC2)CC2CCN(CC2)C=2C=C1C(N(C(C1=CC2)=O)C2C(NC(CC2)=O)=O)=O)=O